2,2-Dimethylthiopropanamide CC(C(=S)N)(C)C